7-{4-[(cyclobutylmethyl)carbamoyl]piperidin-1-yl}-3-oxa-9-azabicyclo[3.3.1]nonane-9-carboxylic acid methyl ester COC(=O)N1C2COCC1CC(C2)N2CCC(CC2)C(NCC2CCC2)=O